C(CN(CC(=O)O)CC(=O)O)N(CC(=O)O)CC(=O)O.[Ba] monobarium ethylenediaminetetraacetic acid